ClC1=C(C=C(CNC(C(C)C)=O)C=C1)C=1NC(C=C(N1)C=1C=NC(=CC1)C1CC1)=O N-{4-chloro-3-[4-(6-cyclopropylpyridin-3-yl)-6-oxo-1,6-dihydropyrimidin-2-yl]benzyl}isobutyramide